ClC1=CC=C(C=C1)C=1C(=CC=CC1)C(=O)N1CCN(CCC1)CC=1C=C2CN(C(C2=CC1)=O)C1C(NC(CC1)=O)=O 3-(5-((4-(4'-chloro-[1,1'-biphenyl]-2-carbonyl)-1,4-diazepan-1-yl)methyl)-1-oxoisoindolin-2-yl)piperidine-2,6-dione